butyl 8-(5-(methoxycarbonyl)-2-methylpyridin-4-yl)-2,3-dihydro-4H-benzo[b][1,4]oxazine-4-carboxylate COC(=O)C=1C(=CC(=NC1)C)C1=CC=CC2=C1OCCN2C(=O)OCCCC